CN(CCOC1=CC=C(C=C1)C=1C(=NN2C1N=C(NC2=O)S)OC)C 8-{4-[2-(dimethylamino)ethoxy]phenyl}-7-methoxy-2-sulfanyl-3H-pyrazolo[1,5-a][1,3,5]triazin-4-one